C(CCCCCCCCCCCCCCCCC)CC(CC(=O)[O-])=O.[Al+3].C(CCCCCCCCCCCCCCCCC)CC(CC(=O)[O-])=O.C(CCCCCCCCCCCCCCCCC)CC(CC(=O)[O-])=O aluminum stearylacetoacetate